bis(2-butyloctyl)10-oxononadecanedioate C(CCC)C(COC(CCCCCCCCC(CCCCCCCCC(=O)OCC(CCCCCC)CCCC)=O)=O)CCCCCC